2-((3-Ethylbenzyl)oxy)-1-naphthaldehyde C(C)C=1C=C(COC2=C(C3=CC=CC=C3C=C2)C=O)C=CC1